FC1=CC=C(C=C1)C=1C=C2C(=NC=NC2=C(C1)O[C@H]1COCC1)N[C@H](C)C=1C=NC(=NC1)C(F)(F)F 6-(4-Fluorophenyl)-8-{[(3R)-oxolan-3-yl]oxy}-N-{(1R)-1-[2-(trifluoromethyl)pyrimidin-5-yl]ethyl}quinazolin-4-amine